ClC1=C(C=CC(=C1)S(=O)(=O)C)CN 1-(2-chloro-4-methanesulfonylphenyl)methanamine